N-[3-chloro-4-[4-[(2S,3R)-3-hydroxy-1,1-dimethyl-pyrrolidin-1-ium-2-carbonyl]piperazine-1-carbonyl]phenyl]-5-(2,3-difluoro-4-methoxy-phenyl)-1-methyl-imidazole-2-carboxamide ClC=1C=C(C=CC1C(=O)N1CCN(CC1)C(=O)[C@H]1[N+](CC[C@H]1O)(C)C)NC(=O)C=1N(C(=CN1)C1=C(C(=C(C=C1)OC)F)F)C